FC1=CC=C(C=C1)[C@@H]1N(CCC2=CC=CC=C12)C(=O)[C@H]1C[C@H]2[C@H](N=CN2)CO1 ((S)-1-(4-fluorophenyl)-3,4-dihydroisoquinolin-2(1H)-yl)((3aS,6R,7aS)-1,3a,4,6,7,7a-hexahydropyrano[3,4-d]imidazol-6-yl)methanone